2-amino-8-fluoro-N-[(2-pyrazol-1-ylphenyl)methyl]quinazoline-4-carboxamide NC1=NC2=C(C=CC=C2C(=N1)C(=O)NCC1=C(C=CC=C1)N1N=CC=C1)F